di(2-ethylhexyl) hexyl phosphate P(=O)(OCC(CCCC)CC)(OCC(CCCC)CC)OCCCCCC